C(C)OC(=O)C1=NN2C(C(NCC2)=O)=C1Cl 3-chloro-4-oxo-4,5,6,7-tetrahydropyrazolo[1,5-a]pyrazine-2-carboxylic acid ethyl ester